N-(4-isopropoxypyridin-2-yl)-3-(5-methoxypyridin-2-yl)-1,2,4-oxadiazol-5-amine C(C)(C)OC1=CC(=NC=C1)NC1=NC(=NO1)C1=NC=C(C=C1)OC